C1(=CC=CC=C1)C1=NC(=NC(=N1)C1=CC=CC=C1)C=1C(=C(C(=C(C1N1C2=C(C3=CC=CC=C13)C=CC=N2)N2C1=C(C3=CC=CC=C23)C=CC=N1)C1=CC=C(C=C1)N1C2=CC=CC=C2C=2C=C(C=CC12)C)C#N)N1C2=C(C3=CC=CC=C13)C=CC=N2 4-(4,6-diphenyl-1,3,5-triazin-2-yl)-4'-(3-methyl-9H-carbazol-9-yl)-3,5,6-tris(9H-pyrido[2,3-b]indol-9-yl)-[1,1'-biphenyl]-2-carbonitrile